The molecule is a member of the family of azadirachtins that is isolated from the neem tree (Azadirachta indica). It has a role as a hepatoprotective agent. It is an azadirachtin, an organic heterotetracyclic compound, an acetate ester, an epoxide, an enoate ester, a cyclic hemiketal, a tertiary alcohol, a secondary alcohol and a methyl ester. C/C=C(\\C)/C(=O)O[C@H]1C[C@H]([C@]2(CO[C@@H]3[C@@H]2[C@]14CO[C@@]([C@H]4[C@]([C@@H]3O)(C)[C@@]56[C@@H]7C[C@H]([C@@]5(O6)C)[C@]8(C=CO[C@H]8O7)O)(C(=O)OC)O)C(=O)OC)OC(=O)C